BrC1=C(C(=CC(=C1)F)C(CC)=O)C1OCCC(C1)C(=O)N (2-bromo-4-fluoro-6-propionylphenyl)tetrahydro-2H-pyran-4-carboxamide